3-(4-((2-((5-cyclopropylpyrazin-2-yl)amino)pyridin-4-yl)methoxy)naphthalen-1-yl)urea C1(CC1)C=1N=CC(=NC1)NC1=NC=CC(=C1)COC1=CC=C(C2=CC=CC=C12)NC(N)=O